N(=[N+]=[N-])CCOCCOCCOCCOCC 14-azido-3,6,9,12-tetraoxatetradecan